2-methylcyclohexane-1-carboxylic acid ethyl ester C(C)OC(=O)C1C(CCCC1)C